(1S,2R)-2-(((6-Fluoro-2-(4'-fluoro-2'-(4-methyl-4H-1,2,4-triazol-3-yl)-[1,1'-biphenyl]-3-yl)benzo[d]oxazol-5-yl)methyl)amino)cyclopentan-1-ol FC1=CC2=C(N=C(O2)C=2C=C(C=CC2)C2=C(C=C(C=C2)F)C2=NN=CN2C)C=C1CN[C@H]1[C@H](CCC1)O